COC1=CC=C(C=N1)O 6-methoxypyridin-3-ol